CC1(OC[C@@H](O1)[C@@H]1[C@H]([C@@H]2[C@@H](OC(O2)(C)C)O1)O)C (3aR,5S,6R,6aR)-5-((R)-2,2-dimethyl-1,3-dioxolane-4-yl)-2,2-dimethyltetrahydrofuro[2,3-d][1,3]dioxolane-6-ol